BrC=1SC=C(C1CBr)C 2-bromo-3-(bromomethyl)-4-methyl-thiophene